FC1(CC(C1)C(O)C1=CC=C(C=C1)F)F (3,3-difluorocyclobutyl)(4-fluorophenyl)methanol